benzo[b]thiophen-3-yl(6-(methyl(7H-pyrrolo[2,3-d]pyrimidin-4-yl)amino)-2-azaspiro[3.3]heptan-2-yl)methanone S1C2=C(C(=C1)C(=O)N1CC3(C1)CC(C3)N(C=3C1=C(N=CN3)NC=C1)C)C=CC=C2